(S)-4-(5-(5-fluoro-2-methoxypyridin-4-yl)-1H-pyrazole-3-carbonyl)-N-(((S)-3-methyl-4,5,6,7-tetrahydro-1H-indazol-5-yl)methyl)-4-azaspiro[2.5]octane-7-carboxamide FC=1C(=CC(=NC1)OC)C1=CC(=NN1)C(=O)N1C2(CC2)C[C@H](CC1)C(=O)NC[C@@H]1CC=2C(=NNC2CC1)C